1,3-bis(2,2-dimethylbutylamino)-5-isobutyrylaminobenzene CC(CNC1=CC(=CC(=C1)NC(C(C)C)=O)NCC(CC)(C)C)(CC)C